4-amino-N-((3R)-6-(3,6-dihydro-2H-pyran-4-yl)-2,3-dihydro-1-benzofuran-3-yl)-N-methyl-1,3-dihydrofuro[3,4-c]quinoline-8-carboxamide NC1=NC=2C=CC(=CC2C2=C1COC2)C(=O)N(C)[C@H]2COC1=C2C=CC(=C1)C=1CCOCC1